4-(2,5-dimethyl-1H-pyrrol-1-yl)-N2-(4-methoxyphenyl)-6-(2,2,2-trifluoroethoxy)pyridine-2,3-diamine CC=1N(C(=CC1)C)C1=C(C(=NC(=C1)OCC(F)(F)F)NC1=CC=C(C=C1)OC)N